(1R,2R)-2-fluoro-N-(6-(6-fluoro-7-(isopropylamino)-5-methyl-1H-indazol-4-yl)imidazo[1,2-a]pyrazin-2-yl)cyclopropane-1-carboxamide F[C@H]1[C@H](C1)C(=O)NC=1N=C2N(C=C(N=C2)C2=C3C=NNC3=C(C(=C2C)F)NC(C)C)C1